5-(3-isopropyl-5-(3-(oxetan-3-ylamino)cyclobutyl)-1H-indol-2-yl)-1,3,4-trimethylpyridin-2(1H)-one C(C)(C)C1=C(NC2=CC=C(C=C12)C1CC(C1)NC1COC1)C=1C(=C(C(N(C1)C)=O)C)C